FC=1C=C(C(=NC1)C1=NC=CN=C1)C1=CCN(CC1)C1CC2(CN(C2)C(=O)OCC)CC1 ethyl 6-(5-fluoro-2-(pyrazin-2-yl)-5',6'-dihydro-[3,4'-bipyridin]-1'(2'H)-yl)-2-azaspiro[3.4]octane-2-carboxylate